N-allylamine hydrochloride Cl.C(C=C)N